C(C1=CC=CC=C1)OC(=O)N1CC(N(CC1)CC1=CC=CC=C1)COCCCC=C 4-benzyl-3-((pent-4-en-1-yloxy)methyl)piperazine-1-carboxylic acid benzyl ester